2-[Bis-(2-fluoro-phenyl)-hydroxy-methyl]-7-chloro-3-ethyl-imidazo[1,2-a]pyridine-6-carboxylic acid (1-ethyl-1H-pyrazol-4-yl)-amide C(C)N1N=CC(=C1)NC(=O)C=1C(=CC=2N(C1)C(=C(N2)C(O)(C2=C(C=CC=C2)F)C2=C(C=CC=C2)F)CC)Cl